Ethyl-1-(pyridin-4-ylmethyl)-1H-pyrazol-3-amine C(C)C=1C(=NN(C1)CC1=CC=NC=C1)N